BrC1=CC=C(C=N1)C(CCS(=O)(=O)NC)C(F)(F)F 3-(6-bromopyridin-3-yl)-4,4,4-trifluoro-N-methylbutane-1-sulfonamide